sodium aconitate salt C(C=C(C(=O)[O-])CC(=O)[O-])(=O)[O-].[Na+].[Na+].[Na+]